4-cyclohexyl-dimethylene diisocyanate C1CCC(CC1)C(CN=C=O)N=C=O